3-(3,4-Dimethoxyphenyl)-1-[2-hydroxy-4,6-bis(methoxymethoxy)phenyl]prop-2-en-1-one COC=1C=C(C=CC1OC)C=CC(=O)C1=C(C=C(C=C1OCOC)OCOC)O